isopropyl (S)-6-diazo-2-((S)-2-methoxy-2-phenylacetamido)-5-oxohexanoate [N+](=[N-])=CC(CC[C@@H](C(=O)OC(C)C)NC([C@H](C1=CC=CC=C1)OC)=O)=O